NC=1C(=NC=C(C1)S(=O)(=O)C1=CC=C(C=C1)OC(F)(F)F)C(=O)NNC(C(C(F)(F)F)O)=O 3-amino-N'-(3,3,3-trifluoro-2-hydroxypropionyl)-5-[4-(trifluoromethoxy)benzene-1-sulfonyl]Pyridine-2-carbohydrazide